methyl 3-[1-(methylamino)cyclopropyl]benzoate hydrochloride Cl.CNC1(CC1)C=1C=C(C(=O)OC)C=CC1